7-tridecyl ketone CCCCCCC(CCCCCC)C(=O)C(CCCCCC)CCCCCC